3-(4-(2-cyano-7-((5-methoxy-7-methyl-1H-indol-4-yl)methyl)-7-azaspiro[3.5]nonan-6-yl)-N-methylbenzamido)propanoic acid C(#N)C1CC2(C1)CC(N(CC2)CC2=C1C=CNC1=C(C=C2OC)C)C2=CC=C(C(=O)N(C)CCC(=O)O)C=C2